3-((dimethylamino)methyl)-N-(3-methoxybenzyl)-N-(3-(4-methylpiperazin-1-yl)benzyl)aniline CN(C)CC=1C=C(N(CC2=CC(=CC=C2)N2CCN(CC2)C)CC2=CC(=CC=C2)OC)C=CC1